N1-cyclohexyl-N2-((S)-4-methyl-1-oxo-1-(((S)-1-oxo-3-((S)-2-oxopyrrolidin-3-yl)propan-2-yl)amino)pentan-2-yl)oxalamide C1(CCCCC1)NC(C(=O)N[C@H](C(N[C@H](C=O)C[C@H]1C(NCC1)=O)=O)CC(C)C)=O